F[C@]1(CN(CC[C@H]1O)C1=NC=CC(=N1)NC=1C=C2C(=CN=C(C2=CN1)N1[C@@H](CC1)C)[C@@H](CC#N)C)C (R)-3-(6-((2-((3S,4R)-3-fluoro-4-hydroxy-3-methylpiperidin-1-yl)pyrimidin-4-yl)amino)-1-((R)-2-methylazetidin-1-yl)-2,7-naphthyridin-4-yl)butyronitrile